C(C)(=O)NC1=NC=CC(=C1)C#CC1=NC(=CC=C1NC(C(F)(F)F)=O)F N-{2-[(2-acetamidopyridin-4-yl)ethynyl]-6-fluoropyridin-3-yl}-2,2,2-trifluoroacetamide